CC=1NC=C(N1)CCC1=NC=NC=N1 2-(2-methyl-imidazolyl)-ethyl-1,3,5-triazine